4-((3,3-difluorocyclobutyl)methoxy)-2,2-difluoro-7-(trifluoromethylthio)-2,3-dihydro-1H-inden-1-one FC1(CC(C1)COC1=C2CC(C(C2=C(C=C1)SC(F)(F)F)=O)(F)F)F